(S)-2-ethyl-6-((4-((2-hydroxy-1-phenylethyl)amino)-5-(5-(pyridin-2-yl)-1,3,4-oxadiazol-2-yl)pyridin-2-yl)amino)-1-isopropyl-1,2-dihydro-3H-indazol-3-one C(C)N1N(C2=CC(=CC=C2C1=O)NC1=NC=C(C(=C1)N[C@H](CO)C1=CC=CC=C1)C=1OC(=NN1)C1=NC=CC=C1)C(C)C